5-(8-fluoro-3-methylimidazo[1,2-a]pyridin-6-yl)-2-(3,3,3-trifluoropropyl)-7H-pyrrolo[2,3-d]pyrimidine FC=1C=2N(C=C(C1)C1=CNC=3N=C(N=CC31)CCC(F)(F)F)C(=CN2)C